4-(2-trimethylsilylethynyl)thiazol-2-ol C[Si](C#CC=1N=C(SC1)O)(C)C